C1(=CC=CC=C1)S(=O)(=O)[O-].[Cs+].C1(=CC=CC=C1)S(=O)(=O)[O-].[Rb+] rubidium benzenesulfonate cesium benzenesulfonate